cis-N-(4-chloro-3-((R)-2-cyanoazetidin-1-yl)phenyl)-3-methyl-6-azabicyclo[3.1.1]heptane-6-carboxamide ClC1=C(C=C(C=C1)NC(=O)N1C2CC(CC1C2)C)N2[C@H](CC2)C#N